FC=1C=C(C=CC1OC1=CC=NC2=CC(=C(N=C12)OC(C)C)OC)NC(=O)C=1C=NC(=C(C1O)C1=CC=C(C=C1)F)C N-[3-Fluoro-4-[(7-methoxy-6-propan-2-yloxy-1,5-naphthyridin-4-yl)oxy]phenyl]-5-(4-fluorophenyl)-4-hydroxy-6-methylpyridine-3-carboxamide